[S-]C#N.[N+](=O)([O-])C(C)C1=NC=CN1C 1-nitrylethyl-3-methylimidazole thiocyanate salt